OC1=C(C(=O)OCC=C)C=C(C=C1)I allyl 2-hydroxy-5-iodobenzoate